magnesium hypoiodite I[O-].[Mg+2].I[O-]